6-bromo-4-fluoroisoindolin-1-one BrC1=CC(=C2CNC(C2=C1)=O)F